CC1(C2C[C@H]3CCC(C=C3[C@@H]1C2)=O)C (+)-(1R,7R)-10,10-dimethyltricyclo[7.1.1.0(2,7)]Undec-2-en-4-one